N-(5-(5-((R)-1-(3,5-Dichloropyridin-4-yl)ethoxy)-1-(tetrahydro-2H-pyran-2-yl)-1H-indazol-3-yl)-2-methoxypyridin-3-yl)-4-methylpiperazine-1-carboxamide ClC=1C=NC=C(C1[C@@H](C)OC=1C=C2C(=NN(C2=CC1)C1OCCCC1)C=1C=C(C(=NC1)OC)NC(=O)N1CCN(CC1)C)Cl